2-(4-hydroxyphenyl)-2-(4'-hydroxyphenyl)propane OC1=CC=C(C=C1)C(C)(C)C1=CC=C(C=C1)O